glycerol-(hydroxyl stearat) OC(C(=O)OCC(O)CO)CCCCCCCCCCCCCCCC